ClC1=C(C=CC(=C1)C(F)(F)F)N1C(OC2=C1C=C(C=C2)OC(C)=O)=O 3-(2-chloro-4-(trifluoromethyl)phenyl)-5-acetoxybenzoxazol-2(3H)-one